2-(1-(1-(tert-butyl)-3-(4-chloro-3-fluorophenyl)-1H-pyrrolo[2,3-b]pyridine-6-carbonyl)piperidin-4-yl)acetic acid C(C)(C)(C)N1C=C(C=2C1=NC(=CC2)C(=O)N2CCC(CC2)CC(=O)O)C2=CC(=C(C=C2)Cl)F